ClC1([C@H]([C@@H]1C1=CC(=CC(=C1)Cl)Cl)C(=O)NC1=CC(=C(C=C1)Cl)C(=O)NN(C)C(=O)C1(CC1)C#N)Cl Trans-2,2-dichloro-N-(4-chloro-3-(2-(1-cyanocyclopropane-1-carbonyl)-2-methylhydrazine-1-carbonyl)phenyl)-3-(3,5-dichlorophenyl)cyclopropane-1-carboxamide